Cl.N[C@@H]1CN(CCC1)C1=C(C=NC(=C1)NC1=NC(=NC=C1)C1=C(C=CC=C1OC)F)C=1C=C(C(=O)N(C)C)C=CC1 (S)-3-(4-(3-aminopiperidin-1-yl)-6-((2-(2-fluoro-6-methoxyphenyl)pyrimidin-4-yl)amino)pyridin-3-yl)-N,N-dimethylbenzamide hydrochloride